[Ca+2].C(C(=O)[O-])(=O)[O-] oxalic acid, calcium salt